(S)-(4-(4-fluorobenzo[d]thiazol-2-yl)-6,7-dihydro-1H-imidazo[4,5-c]pyridin-5(4H)-yl)(oxazol-5-yl)methanone FC1=CC=CC2=C1N=C(S2)[C@H]2N(CCC1=C2N=CN1)C(=O)C1=CN=CO1